FC=1C=CC(=NC1)NC(=O)[C@H]1N(CC[C@@H]1O)C(=O)OC(C)(C)C tert-butyl (2S,3S)-2-[(5-fluoro-2-pyridyl)carbamoyl]-3-hydroxy-pyrrolidine-1-carboxylate